2-[6-bromo-2-(chloromethyl)-4-fluoro-1H-benzimidazol-1-yl]-2-methylpropan-1-ol BrC=1C=C(C2=C(N(C(=N2)CCl)C(CO)(C)C)C1)F